7,7-dimethyl-2-[7-(trifluoromethyl)-1H-indol-3-yl]-6H-pyrrolo[3,4-b]pyridin-5-one CC1(NC(C=2C1=NC(=CC2)C2=CNC1=C(C=CC=C21)C(F)(F)F)=O)C